OC=1C=C(OCC(=O)O)C=CC1C(\C=C\C1=CC(=C(C=C1)OC)O)=O 2-[3-Hydroxy-4-[(E)-3-(3-hydroxy-4-methoxyphenyl)prop-2-enoyl]phenoxy]acetic acid